C(=O)(OCC1C2=CC=CC=C2C2=CC=CC=C12)N[C@@H](CO)C(=O)O N-Fmoc-L-serine